C(C)(C)C1=CC=C(COC2=CC3=C(CC(=CO3)C3=CC=C(C=C3)OC)C=C2)C=C1 7-(4-isopropyl-benzyloxy)-3-(4-methoxyphenyl)-4H-benzopyran